S1N=CNCC1 5,6-dihydro-4H-1,2,4-thiadiazine